trimethylepoxybutane CC(CC1CO1)(C)C